C(CCCCCCCCCCCCCCC)(=O)OCCCCCCCCCCCCCCCCCCCCCCCCCCCCCC Triacontyl Palmitate